1,2,3-thiadiazol-5-amine S1N=NC=C1N